C(C)(C)(C)OC(N[C@@H](CC1=C(C=C(C=C1)C=1C=C2C(=CC1)NC(C21CCN(CC1)C)=O)F)C#N)=O (S)-(1-cyano-2-(2-fluoro-4-(1'-methyl-2-oxospiro[indolin-3,4'-piperidin]-5-yl)phenyl)ethyl)carbamic acid tert-butyl ester